COC1=NC=CC2=C1C=C(N2C)C(=O)OC methyl 4-methoxy-1-methyl-1H-pyrrolo[3,2-c]pyridine-2-carboxylate